C(C)OC(=O)C=1C(=NNC1Br)COC 5-bromo-3-(methoxymethyl)-1H-pyrazole-4-carboxylic acid ethyl ester